2,6-dibromo-4-(pyrrolidin-1-yl)pyridine BrC1=NC(=CC(=C1)N1CCCC1)Br